(R)-3-((5-methoxy-4-(2-methyl-4-phenylpiperazin-1-yl)pyrimidin-2-yl)amino)benzenesulfonamide COC=1C(=NC(=NC1)NC=1C=C(C=CC1)S(=O)(=O)N)N1[C@@H](CN(CC1)C1=CC=CC=C1)C